5-(3-(1-aminocyclopropyl)-5-methylphenyl)-3-((1-(1-methylpiperidin-4-yl)-1H-pyrazol-4-yl)oxy)pyrazin-2-amine NC1(CC1)C=1C=C(C=C(C1)C)C=1N=C(C(=NC1)N)OC=1C=NN(C1)C1CCN(CC1)C